2-hydroxy-5-(8,9,10,11-tetrahydro-3H-pyrazolo[4,3-a]phenanthridin-7-yl)benzoic acid methyl ester COC(C1=C(C=CC(=C1)C1=NC2=CC=C3C(=C2C=2CCCCC12)C=NN3)O)=O